(S)-3-((3,5-difluoro-4-((6S,8R)-8-methyl-2-oxo-7-(2,2,2-Trifluoroethyl)-2,3,6,7,8,9-hexahydrooxazolo[5,4-f]isoquinolin-6-yl)phenoxy)pyrrolidine-1-yl)-N,N-dimethylbut-2-enamide FC=1C=C(O[C@@H]2N(CCC2)C(=CC(=O)N(C)C)C)C=C(C1[C@H]1N([C@@H](CC2=C3C(=CC=C12)NC(O3)=O)C)CC(F)(F)F)F